O1C(=C(C(=O)C2=CC=CC=C12)C=O)C1=CC=CC=C1 flavonal